NC1=C(C=CC(=C1)N(CC1=CC(=CC=C1)C(F)(F)F)CC#C)NC(OCC)=O ethyl (2-amino-4-(prop-2-yn-1-yl(3-(trifluoromethyl)benzyl)amino) phenyl)carbamate